(3aR,7aS)-2,3,3a,4,7,7a-hexahydro-1H-isoindole C1NC[C@@H]2CC=CC[C@H]12